4-[4-(methylthio)phenoxy]aniline CSC1=CC=C(OC2=CC=C(N)C=C2)C=C1